C(C)C(C1COC1)OC(CC)C1COC1 Bis[1-Ethyl (3-oxetanyl)methyl] ether